5-[4-(Difluoromethoxy)benzenesulfonyl]-N-[1-(2,5-dimethylfuran-3-yl)ethyl]-1H,2H,3H,4H,5H,6H-pyrrolo[3,4-c]pyrrole-2-carboxamide FC(OC1=CC=C(C=C1)S(=O)(=O)N1CC2=C(C1)CN(C2)C(=O)NC(C)C2=C(OC(=C2)C)C)F